FC1=C(C(=O)[O-])C(=C(C(=C1F)F)F)F.FC1=C(C(=O)[O-])C(=C(C(=C1F)F)F)F.FC1=C(C(=O)[O-])C(=C(C(=C1F)F)F)F.[Bi+3] bismuth(III) tris(perfluorobenzoate)